ethyl (2S)-2-[4-[(2-chloropyrimidin-4-yl)amino]phenyl]-3,3,3-trifluoro-2-hydroxy-propanoate ClC1=NC=CC(=N1)NC1=CC=C(C=C1)[C@](C(=O)OCC)(C(F)(F)F)O